2-methoxy-1-(2,6-diazaspiro[3.3]heptan-2-yl)ethan-1-one TFA salt OC(=O)C(F)(F)F.COCC(=O)N1CC2(C1)CNC2